N-(4-tert-butyl-3,5-difluorophenyl)-2-(((3-hydroxy-1,2-oxazol-5-yl)acetyl)amino)-2-(2-methyl-2H-indazol-5-yl)acetamide C(C)(C)(C)C1=C(C=C(C=C1F)NC(C(C1=CC2=CN(N=C2C=C1)C)NC(CC1=CC(=NO1)O)=O)=O)F